COC(=O)C1=CC2=C(N=CN=C2)N1CC1=NC=CN=C1N(C)S(=O)(=O)C 7-((3-(N-methyl-methylsulfonylamino)pyrazin-2-yl)methyl)-7H-pyrrolo[2,3-d]Pyrimidine-6-carboxylic acid methyl ester